(S)-2-(3,3,3-trifluoro-2,2-dimethylpropyl)-2,3-dihydro-1H-benzo[f]chromen FC(C(C[C@H]1COC=2C=CC3=C(C2C1)C=CC=C3)(C)C)(F)F